N[C@H]1[C@@H]2N(C[C@H]1CC2)C=2N(C(C1=C(N2)NC=C1C1=C(C2=C(N(N=C2C=C1)C)Cl)Cl)=O)C 2-((1R,4R,7R)-7-amino-2-azabicyclo[2.2.1]heptan-2-yl)-5-(3,4-dichloro-2-methyl-2H-indazol-5-yl)-3-methyl-3,7-dihydro-4H-pyrrolo[2,3-d]pyrimidin-4-one